methyl ((4-(trifluoromethyl)phenyl)sulfonyl)carbamate FC(C1=CC=C(C=C1)S(=O)(=O)NC(OC)=O)(F)F